C(C=CC=CC=C\C=C/CCCCCCCCCCC)(=O)OC[C@@H](O)COP(=O)([O-])OCC[N+](C)(C)C 1-(8Z,11Z,14Z,17Z-eicosatetraenoyl)-sn-glycero-3-phosphocholine